C(C(=C)C)(=O)OCCC1=C(C=CC=C1)OC1=CC=CC=C1 2-(o-phenoxyphenyl)ethyl methacrylate